ClC1=NN2C(C(=N1)NC=1N=CN(C1)C1=CC(=C(C(=C1)OC)OC)OC)=CC=C2C(C)O 1-(2-chloro-4-((1-(3,4,5-trimethoxyphenyl)-1H-imidazol-4-yl)amino)pyrrolo[2,1-f][1,2,4]triazin-7-yl)ethanol